1-decyl-1,2,3,4-tetrahydroquinoline C(CCCCCCCCC)N1CCCC2=CC=CC=C12